2-(1-methylethyl)pyridine CC(C)C1=NC=CC=C1